NC1=C(C=C(C=C1)N1CCN(C2(COC2)C1)C(C(F)(F)F)=O)C1CC1 1-(8-(4-amino-3-cyclopropylphenyl)-2-oxa-5,8-diazaspiro[3.5]nonan-5-yl)-2,2,2-trifluoroethan-1-one